C(C1=CC=CC=C1)N1CCC(=C(C1)F)CO (1-benzyl-5-fluoro-3,6-dihydro-2H-pyridin-4-yl)methanol